tert-butyl (S)-4-(4-((4-((4-((tetrahydrofuran-3-yl) oxy)-5-(trifluoromethyl) pyrimidin-2-yl) amino) piperidin-1-yl) sulfonyl) phenyl)-3,6-dihydropyridine-1(2H)-carboxylate O1C[C@H](CC1)OC1=NC(=NC=C1C(F)(F)F)NC1CCN(CC1)S(=O)(=O)C1=CC=C(C=C1)C=1CCN(CC1)C(=O)OC(C)(C)C